O1CC[C@@H](C2=C1C=CC=C2)NC(=O)C2=C(C1=NC=CC(=C1S2)C(C)(C=C(C)C)O)N(C)C N-[(4S)-3,4-dihydro-2H-1-benzopyran-4-yl]-3-(dimethylamino)-7-(2-hydroxy-4-methylpent-3-en-2-yl)thieno[3,2-b]pyridine-2-carboxamide